ClC1=NC=C(C2=CC(=NC=C12)Cl)C(C)C 1,6-Dichloro-4-isopropyl-2,7-naphthyridine